CS(=O)(=O)C=1C(=NC=CC1)N 3-(methylsulfonyl)pyridin-2-amine